FC=1C=C(C=CC1)SCC(=O)C1=NC=C(C=C1)C1=NOC(=N1)C(F)(F)F 2-((3-fluorophenyl)thio)-1-(5-(5-(trifluoromethyl)-1,2,4-oxadiazol-3-yl)pyridin-2-yl)ethan-1-one